6-heptynoic acid C(CCCCC#C)(=O)O